[N+](=O)([O-])C=1C=C(C=C(C1)N)N 5-nitrobenzene-1,3-diamine